1-(2,2-difluoroethyl)-3-fluoropiperidin-4-ol FC(CN1CC(C(CC1)O)F)F